3-(3-(4-bromobenzyl)-1-(4-chlorophenyl)-2,5-dioxoimidazolin-4-yl)-N-hydroxypropionamide BrC1=CC=C(CN2C(N(C(C2CCC(=O)NO)=O)C2=CC=C(C=C2)Cl)=O)C=C1